6-trifluoromethyl-6,7-dihydro-5H-pyrrolo[1,2-a]pyrrole FC(C1CC=2N(C=CC2)C1)(F)F